BrC=1C=C(C=CC1)N1N=C(C=2CCCC(C12)O)C(F)(F)F 1-(3-Bromophenyl)-3-(trifluoromethyl)-4,5,6,7-tetrahydroindazol-7-ol